4-Chloro-β-[[2-(1,4-dihydro-2,4-dioxo-3(2H)-quinazolinyl)acetyl]amino]-3-fluorobenzenepropanoic acid ClC1=C(C=C(C=C1)C(CC(=O)O)NC(CN1C(NC2=CC=CC=C2C1=O)=O)=O)F